ClC1=CC=C(C(=O)NC23CC(C2)(C3)NC(COC3=CC(=C(C=C3)Cl)F)=O)C=C1 4-chloro-N-{3-[2-(4-chloro-3-fluorophenoxy)acetamido]bicyclo[1.1.1]pent-1-yl}benzamide